4-(1-methylcyclopropyl)isoquinolin CC1(CC1)C1=CN=CC2=CC=CC=C12